5-(trifluoromethyl)-1H-pyrazolo[4,3-B]pyridine FC(C1=CC=C2C(=N1)C=NN2)(F)F